Methyl 8-bromo-5,6-dihydrobenzo[f]imidazo[1,5-d][1,4]oxazepine-10-carboxylate BrC1=CC(=CC=2C=3N(CCOC21)C=NC3)C(=O)OC